NC1=C(C=CC(=C1)F)NC(CCCCCCN=[N+]=[N-])=O N-(2-amino-4-fluorophenyl)-7-azidoheptanamide